C(C)(C)(C)OC(=O)N1CCC(=CC1)C1=C(C=C(C=C1)NC=1C(=NC(=CC1)OCC1=CC=CC=C1)OCC1=CC=CC=C1)C 4-[4-[(2,6-dibenzyloxy-3-pyridyl)amino]-2-methyl-phenyl]-3,6-dihydro-2H-pyridine-1-carboxylic acid tert-butyl ester